FC=1C=CC(=C(C1)C(CN1C(NC(C2=C1SC(=C2C)C=O)=O)=O)=O)OC 1-(2-(5-fluoro-2-methoxyphenyl)-2-oxoethyl)-6-formyl-5-methyl-2,4-dioxo-1,4-dihydrothieno[2,3-d]pyrimidine